tert-Butyl (S)-3-(((tert-butoxycarbonyl)(6-((4-((2,6-difluorophenoxy)methyl)cyclohexyl)oxy)benzo[d]oxazol-2-yl)amino)methyl)pyrrolidine-1-carboxylate C(C)(C)(C)OC(=O)N(C=1OC2=C(N1)C=CC(=C2)OC2CCC(CC2)COC2=C(C=CC=C2F)F)C[C@@H]2CN(CC2)C(=O)OC(C)(C)C